C(C)OC(C(C(F)(F)F)(F)F)(F)F ethoxy-heptafluoropropane